C1(=CC=CC=C1)C1=C(C(=NN=N1)C=1C(=C2C(=CC1)N=C1C=CC3=C4C=CC=CC4=NC3=C12)C1=C(C=CC=C1)C=1C(=CC=CC1)C1=CC=CC=C1)C1=CC=CC=C1 (diphenyltriazineyl)(Terphenylyl)indolocarbazole